potassium ferricyanid [Fe-3](C#N)(C#N)(C#N)(C#N)(C#N)C#N.[K+].[K+].[K+]